OC(CC=C)C 4-hydroxy-1-pentene